(E)-2-(2-(2-(7-(4-(bis(4-methoxyphenyl)amino)phenyl)-2,3-dihydrothieno[3,4-b][1,4]dioxin-5-yl)vinyl)-1-ethylquinolin-4(1H)-ylidene)malononitrile COC1=CC=C(C=C1)N(C1=CC=C(C=C1)C=1SC(=C2C1OCCO2)/C=C/C=2N(C1=CC=CC=C1C(C2)=C(C#N)C#N)CC)C2=CC=C(C=C2)OC